N-(1-(4,4-Difluorocyclohexyl)-2-oxopyrrolidin-3-yl)-N-(3,5-dimethoxyphenyl)-2-ethynylthiazole-4-carboxamide FC1(CCC(CC1)N1C(C(CC1)N(C(=O)C=1N=C(SC1)C#C)C1=CC(=CC(=C1)OC)OC)=O)F